C1(=CC=CC=C1)S(=O)(=O)N1C=CC2=CC=C(C=C12)C(CN1N=C(N=C1Br)Br)=O 1-[1-(benzenesulfonyl)indol-6-yl]-2-(3,5-dibromo-1,2,4-triazol-1-yl)ethanone